C[C@@H]1N(CCOC12COC2)C=2C(=NC=C(C2)SC)OC2CC(NC2)C(=O)O 4-({3-[(9S)-9-methyl-2,5-dioxa-8-azaspiro[3.5]nonan-8-yl]-5-(methylsulfanyl)pyridin-2-yl}oxy)pyrrolidine-2-carboxylic acid